3-acetyl-4-morpholinyl-7-{[4-(4-fluoro-2-ethoxyphenyl)pyrimidin-2-yl]amino}-2H-benzopyran-2-one C(C)(=O)C=1C(OC2=C(C1N1CCOCC1)C=CC(=C2)NC2=NC=CC(=N2)C2=C(C=C(C=C2)F)OCC)=O